O=CCOCCOC(COCCOCCOCCOCCOCCOCCOC(C(=O)[O-])C)OCC 2-[2-[2-[2-[2-[2-[2-[2-(2-oxoethoxy) ethoxy [ethoxy]ethoxy]ethoxy]ethoxy]ethoxy]ethoxy]ethoxy]ethoxy]propanoate